C(CCCCCCCCCCCCCCC)(=O)OCCC(C1=CC=CC=C1)CCCC.[K] potassium butylphenylpropyl palmitate